4-(1-methyl-1H-imidazol-5-yl)pyrimidine CN1C=NC=C1C1=NC=NC=C1